ClC=1C=C(C(=O)NC2=CC(=C(C=C2)C)[C@H](C)NC=2C=NC=3C(N2)=NN(C3)CC)C=C(C1CN1C[C@@H](CC1)O)F 3-chloro-N-(3-((S)-1-((2-ethyl-2H-pyrazolo[3,4-b]pyrazin-6-yl)amino)ethyl)-4-methylphenyl)-5-fluoro-4-(((R)-3-hydroxypyrrolidin-1-yl)methyl)benzamide